6-bromo-N-{(1R)-1-[3-(difluoromethyl)-2-fluorophenyl]ethyl}-2-methylpyrido[2,3-d]pyrimidin-4-amine BrC1=CC2=C(N=C(N=C2N[C@H](C)C2=C(C(=CC=C2)C(F)F)F)C)N=C1